C(#C)C1=CC=C(CCN2C3SCC2SC3)C=C1 7-(4-ethynylphenethyl)-2,5-dithia-7-azabicyclo[2.2.1]heptane